CC1=C(C=C(C=N1)NC(OCC1N(CCC1)C)=O)NC(=O)C=1C=NN2C1SC(=C2)C=2C=NN(C2)C 3-(S)-(1-methylpyrrolidin-2-yl)methyl (6-methyl-5-(2-(1-methyl-1H-pyrazol-4-yl)pyrazolo[5,1-b]thiazole-7-carboxamido)pyridin-3-yl)carbamate